7-(4-(4-(benzo[b]thiophen-4-yl)piperazin-1-yl)butoxy)-1-tetradecanoylquinolin-2(1H)-one S1C2=C(C=C1)C(=CC=C2)N2CCN(CC2)CCCCOC2=CC=C1C=CC(N(C1=C2)C(CCCCCCCCCCCCC)=O)=O